(4-(3,5-bis(trifluoromethyl)phenyl)-1-(4-(3,4-dichlorophenyl)-5-(isopropylthio)thiazol-2-yl)-3-methyl-1H-pyrazol-5-yl)(4-(hydroxymethyl)piperidin-1-yl)methanone FC(C=1C=C(C=C(C1)C(F)(F)F)C=1C(=NN(C1C(=O)N1CCC(CC1)CO)C=1SC(=C(N1)C1=CC(=C(C=C1)Cl)Cl)SC(C)C)C)(F)F